COC1=C(C(=CC(=C1)OC)OC)CN 2,4,6-trimethoxyphenylmethylamine